BrC=1C=CC(=NC1C(F)(F)F)N 5-bromo-6-trifluoromethyl-2-aminopyridine